S1C=NC=C1C(=O)N [1,3]thiazole-5-carboxamide